(R)-2-((tributylstannyl)methoxy)propan-1-amine C(CCC)[Sn](CCCC)(CCCC)CO[C@@H](CN)C